racemic-1-[2,2-difluoro-1-methyl-ethyl]-4-nitro-3-(oxetan-3-yloxy)-1H-pyrazole FC([C@@H](C)N1N=C(C(=C1)[N+](=O)[O-])OC1COC1)F |r|